2-adamantanamine C12C(C3CC(CC(C1)C3)C2)N